O1CCN(CC1)CC1=C(C=C(C(=O)O)C=C1)C(F)(F)F 4-(morpholinomethyl)-3-(trifluoromethyl)benzoic acid